C(C)C=1C=C(C=CC1O)C(CCCCCCCCC)C1=CC(=C(C=C1)O)CC 1,1-bis(3-ethyl-4-hydroxyphenyl)decane